(4-bromophenyl)(9H-pyrido[3,4-b]indol-1-yl)methanone BrC1=CC=C(C=C1)C(=O)C1=NC=CC2=C1NC1=CC=CC=C21